FC1=C(C(=C2C=CN(C2=C1)S(=O)(=O)C1=CC=C(C)C=C1)C=C)OC1=CC(=C(C=C1)F)C1=NNC=C1 6-Fluoro-5-(4-fluoro-3-(1H-pyrazol-3-yl)phenoxy)-1-tosyl-4-vinyl-1H-indole